(S)-6-Methyl-N-((S)-1-(5-(1-methyl-2-oxo-1,2-dihydrochinolin-3-yl)-1H-imidazol-2-yl)-7-oxononyl)-6-azaspiro[2.5]octan-1-carboxamid CN1CCC2(C[C@@H]2C(=O)N[C@@H](CCCCCC(CC)=O)C=2NC(=CN2)C=2C(N(C3=CC=CC=C3C2)C)=O)CC1